NC=1N=C(C2=C(N1)C(=NN2CC2=C(C=C(C=N2)C=2CCN(CC2)C(=O)OC(C)(C)C)OC)Br)NCCCC tert-butyl 6-((5-amino-3-bromo-7-(butylamino)-1H-pyrazolo[4,3-d]pyrimidin-1-yl) methyl)-5-methoxy-3',6'-dihydro-[3,4'-bipyridine]-1'(2'H)-carboxylate